FC=1C=C(C=CC1S(=O)(=O)C)NC=1SC=C(N1)C1=CC(=NC=C1)C N-(3-fluoro-4-(methylsulfonyl)phenyl)-4-(2-methylpyridin-4-yl)thiazol-2-amine